5-bromo-4-(5-bromo-4-chlorothien-2-yl)thiazole BrC1=C(N=CS1)C=1SC(=C(C1)Cl)Br